3-Oxo-1,3,4,5,6,7-hexahydro-2H-indazol O=C1NNC=2CCCCC12